(5-Bromo-2-fluoro-3-methoxyphenyl)carbamic acid tert-butyl ester C(C)(C)(C)OC(NC1=C(C(=CC(=C1)Br)OC)F)=O